NC1=CC=C(C=N1)N1CC2CCC(C1)N2C2=CC=C(C=C2)CO (4-(3-(6-aminopyridin-3-yl)-3,8-diazabicyclo[3.2.1]octan-8-yl)phenyl)methanol